N-[4-(3-Cyanophenyl)-5-(2,6-dimethyl-4-pyridyl)thiazol-2-yl]-4-methylsulfonyl-piperazin-1-carboxamid C(#N)C=1C=C(C=CC1)C=1N=C(SC1C1=CC(=NC(=C1)C)C)NC(=O)N1CCN(CC1)S(=O)(=O)C